C1(=C(C(=C(C(=C1)N)C1=CC=CC=C1)N)N)N 4,4'-biphenyltetramine